C1(CCCCC1)CCO 2-cyclohexyl-ethanol